2-(1-(3-amino-6-(2-hydroxyphenyl)pyridazin-4-yl)azetidin-3-yl)acetic acid NC=1N=NC(=CC1N1CC(C1)CC(=O)O)C1=C(C=CC=C1)O